C(C)(C)(C)OC(=O)NCC=1C=C(C=CC1)N1/C(/SC=C1)=N/C(OCC)=O (Z)-Ethyl (3-(3-(((tert-butoxycarbonyl)amino)methyl)phenyl)thiazol-2(3H)-ylidene)carbamate